(R)-2-(2-fluoro-4-(pyrrolidin-2-yl)phenyl)-N-(3-(4-fluoropiperidin-1-yl)propyl)-3-methylbenzo[d]imidazo[2,1-b]thiazole-7-carboxamide dihydrochloride Cl.Cl.FC1=C(C=CC(=C1)[C@@H]1NCCC1)C=1N=C2SC3=C(N2C1C)C=CC(=C3)C(=O)NCCCN3CCC(CC3)F